3-[2-Hydroxy-1-(3-methoxyphenyl)ethyl]-6-(1H-pyrazol-4-yl)quinazolin-4-one OCC(C1=CC(=CC=C1)OC)N1C=NC2=CC=C(C=C2C1=O)C=1C=NNC1